FC(COCC1=CC(=CC=C1)OC)(F)C1=CC=C(C=C1)C1=CC=CC=C1 4-(1,1-difluoro-2-((3-methoxybenzyl)oxy)ethyl)-1,1'-biphenyl